FS(=O)(=O)[N-]S(=O)(=O)C(F)(F)F fluorosulfonyl(trifluoromethanesulfonylamide)